(2,2-dimethyl-2H-1,3-benzodioxol-5-yl)methanol CC1(OC2=C(O1)C=CC(=C2)CO)C